1,2-cyclohexene oxide C1CCC2C(C1)O2